2-[2-hydroxy-5-(acryloyloxyethyl)phenyl]-5-cyano-2H-benzotriazole OC1=C(C=C(C=C1)CCOC(C=C)=O)N1N=C2C(=N1)C=CC(=C2)C#N